O1CC(C1)CC(=O)N1CC2=CC(=CC=C2CC1)OC1=CC=C(C=C1)C(F)(F)F 2-(oxetan-3-yl)-1-(7-(4-(trifluoromethyl)phenoxy)-3,4-dihydroisoquinolin-2(1H)-yl)ethan-1-one